NC=1OC(C(C1[C@@H](S(=O)(=O)O)C1=CC=CC=C1)=O)([2H])C1=C(C=CC(=C1)Cl)Cl.ClC(C(C1=CC=C(C=C1)Cl)C1=C(C=CC=C1)Cl)Cl 1,1-dichloro-2-(o-chlorophenyl)-2-(p-chlorophenyl)ethane (S)-2-amino-5-(2,5-dichlorophenyl)-4-oxo-4,5-dihydrofuran-3-yl-5-d-phenylmethanesulfonate